5-bromo-2-[(2S)-2-(trifluoromethylsulfonylamino)propoxy]pyridine-4-carboxylic acid methyl ester COC(=O)C1=CC(=NC=C1Br)OC[C@H](C)NS(=O)(=O)C(F)(F)F